2-(7-(((1R,2R)-2-hydroxycyclohexyl)amino)-1H-pyrrolo[2,3-d]pyridazin-4-yl)-5-(trifluoromethyl)pyridine-3-ol O[C@H]1[C@@H](CCCC1)NC=1N=NC(=C2C1NC=C2)C2=NC=C(C=C2O)C(F)(F)F